3-((Tert-butoxycarbonyl)(methyl)amino)propyl methanesulfonate CS(=O)(=O)OCCCN(C)C(=O)OC(C)(C)C